ClC1=CC=C(C=C1)C1=CC2=C(N=CN(C2=O)[C@H](CO)C)C(=N1)C1=CNC(C=C1)=O (S)-6-(4-chlorophenyl)-3-(1-hydroxypropan-2-yl)-8-(6-oxo-1,6-dihydropyridin-3-yl)pyrido[3,4-d]pyrimidin-4(3H)-one